(S)-3-(3-Cyano-4-fluorophenyl)-1-(8-fluoro-3-(2-hydroxyethyl)-6-oxo-1,2,3,4,5,6-hexahydrobenzo[c][1,7]naphthyridin-1-yl)-1-methylurea C(#N)C=1C=C(C=CC1F)NC(N(C)[C@H]1C=2C3=C(C(NC2CN(C1)CCO)=O)C=C(C=C3)F)=O